CC(C=CN)CCN 3-methyl-1,5-pentenediamine